ethyl 5-[tert-butoxycarbonyl(methyl)amino]-4,5,6,7-tetrahydrobenzothiophene-3-carboxylate C(C)(C)(C)OC(=O)N(C1CCC2=C(C(=CS2)C(=O)OCC)C1)C